[N+](=[N-])=C1C(OCC1)=O 3-DIAZODIHYDROFURAN-2(3H)-ONE